C(C1=CC=CC=C1)OC=1C=CC2=C(C(=C(S2)C)C(=O)NC2CN(CC2(F)F)C)C1 5-(benzyloxy)-N-(4,4-difluoro-1-methylpyrrolidin-3-yl)-2-methyl-1-benzothiophene-3-carboxamide